COC=1C=C(C=CC1C)C(CCCCC)C1=C(C=C(O)C=C1)O 4-[1-(3-methoxy-4-methylphenyl)hexyl]resorcinol